CN1N=CC(=C1C1=CC=2N(C=C1)N=C(C2)NC(=O)C2CC2)OC[C@@]21CN[C@@H](CO2)C1 N-[5-[2-methyl-4-[[(1R,4R)-5-oxa-2-azabicyclo[2.2.1]heptan-4-yl]methoxy]pyrazol-3-yl]pyrazolo[1,5-a]pyridin-2-yl]cyclopropanecarboxamide